CNCC1=CN(C(=C1)C1=CC=CC=C1)S(=O)(=O)C=1C=NC=CC1 N-methyl-1-(5-phenyl-1-(pyridin-3-yl-sulfonyl)-1H-pyrrol-3-yl)-methylamine